COC(=O)C1=CC=C(C=C1)[N+]1=COC2=C1C=CC=C2 N-(p-methoxycarbonylphenyl)benzoxazolium